N1C[C@@H](CCC1)CNC(OC(C)(C)C)=O |r| tert-butyl rac-(piperidin-3-ylmethyl)carbamate